2-[2-Chloro-4-(2,4-dichlorophenoxy)phenyl]-1-(1H-1,2,4-triazol-1-yl)propan-2-ol methyl-4-(difluoromethyl)-5-((1-(methylsulfonyl)piperidin-4-yl)methoxy)picolinate CC=1C(=NC=C(C1C(F)F)OCC1CCN(CC1)S(=O)(=O)C)C(=O)OC(CN1N=CN=C1)(C)C1=C(C=C(C=C1)OC1=C(C=C(C=C1)Cl)Cl)Cl